FC1=C(C(=O)N2CCC(CC2)CN2CCN(CC2)CC(=O)N2CCN(CC2)C(=O)C=2C=C(C=CC2F)CC2=NNC(C3=CC=CC=C23)=O)C(=CC(=C1)C1=CC=NC=C1)F 4-[[3-[4-[2-[4-[[1-[2,6-difluoro-4-(4-pyridyl)benzoyl]-4-piperidyl]methyl]piperazin-1-yl]acetyl]piperazine-1-carbonyl]-4-fluoro-phenyl]methyl]-2H-phthalazin-1-one